(2R)-2-amino-3-tert-butoxy-propanoate N[C@@H](C(=O)[O-])COC(C)(C)C